[Cl-].[Cl-].[Cl-].C(CC)C1(C=CC=C1)[Hf+3] (n-propylcyclopentadienyl)hafnium(IV) trichloride